(S)-2-(3-chloro-4-(6-(1-methylcyclopropoxy)-9-((4-methylpyridin-2-yl)methyl)-9H-purin-8-yl)phenyl)-1-(3-hydroxy-3-methylpyrrolidin-1-yl)ethan-1-one ClC=1C=C(C=CC1C=1N(C2=NC=NC(=C2N1)OC1(CC1)C)CC1=NC=CC(=C1)C)CC(=O)N1C[C@@](CC1)(C)O